C(C)(=O)C=1C(=CC2=C(OCO2)C1)NC(CN1CCN(CC1)C(CC(C)C)=O)=O N-(6-acetylbenzo[d][1,3]dioxol-5-yl)-2-(4-(3-methylbutanoyl)piperazin-1-yl)acetamide